1-(bicyclo[1.1.1]pent-1-yl)-1H-imidazole-4-carboxylic acid C12(CC(C1)C2)N2C=NC(=C2)C(=O)O